N2-(2-methoxyethyl)-N4-phenyl-6-[5-[6-(2,2,2-trifluoroethoxy)-3-pyridinyl]-1,2,4-oxadiazol-3-yl]1,3,5-triazine-2,4-diamine COCCNC1=NC(=NC(=N1)NC1=CC=CC=C1)C1=NOC(=N1)C=1C=NC(=CC1)OCC(F)(F)F